CN(C=1C=NN(C1)C1=C(C#N)C=CC=C1)C 2-(4-(dimethylamino)-1H-pyrazol-1-yl)benzonitrile